ClC1=C(C(=CC(=C1)F)F)NC=1N(C2=NC(=NC=C2N1)N[C@H]1[C@@H](COCC1)C)C1CCC(CC1)(C(=O)N)C (1S,4s)-4-(8-(2-chloro-4,6-difluorophenylamino)-2-((3S,4R)-3-methyltetrahydro-2H-pyran-4-ylamino)-9H-purin-9-yl)-1-methylcyclohexanecarboxamide